C(C1=CC=CC=C1)OCCC(C=O)SC(=N)C=1N=C(C2=C(N1)CCC2)N(CC(=O)NC(C)(C)C)C 2-[[2-([[4-(benzyloxy)-1-oxobutan-2-yl]sulfanyl]methanimidoyl)-5H,6H,7H-cyclopenta[d]pyrimidin-4-yl](methyl)amino]-N-tert-butylacetamide